C1=NC=CC=2NC=3C=C(C=CC3C21)CCC(=O)NCCCCCCC(=O)NCC=2C=CC=1N(C3=CC=CC=C3OC1C2)CCCNS(=O)(=O)C2=CC=C(C=C2)OC(F)(F)F 7-(3-(5H-pyrido[4,3-b]indol-7-yl)propanamido)-N-((10-(3-((4-(trifluoromethoxy)phenyl)sulfonamido)propyl)-10H-phenoxazin-3-yl)methyl)heptanamide